5-chloro-1'-(2-{[3-(3-hydroxy-3-methylcyclobutyl)-3H-[1,2,3]triazolo[4,5-b]pyridin-6-yl]oxy}ethyl)-1,2-dihydrospiro[indole-3,4'-piperidin]-2-one ClC=1C=C2C(=CC1)NC(C21CCN(CC1)CCOC=1C=C2C(=NC1)N(N=N2)C2CC(C2)(C)O)=O